N1=CC(=CC=C1)C=1C=C2CCN=CC2=CC1 6-(pyridin-3-yl)-3,4-dihydro-isoquinoline